tert-Butyl 5-ethyl-2-phenyl-piperidine-1-carboxylate C(C)C1CCC(N(C1)C(=O)OC(C)(C)C)C1=CC=CC=C1